C(#N)CCC(C)(C)C=1N(C2=CC=CC(=C2C1C1=CC=C(C(=O)O)C=C1)O)C1=CC=C(C=C1)F 4-[2-(3-cyano-1,1-dimethyl-propyl)-1-(4-fluorophenyl)-4-hydroxy-indol-3-yl]benzoic acid